5-(pyridin-2-yl)-1,3,4-oxadiazole-2-thiol N1=C(C=CC=C1)C1=NN=C(O1)S